COC(=O)C=1N=C(SC1)N(CCCC(COC)O[Si](C(C)C)(C(C)C)C(C)C)C(=O)OC(C)(C)C.BrC=1N=NC=CC1 bromodiazain methyl-2-[tert-butoxycarbonyl-(5-methoxy-4-triisopropylsilyloxy-pentyl)amino]thiazole-4-carboxylate